N-[4-[8-amino-5-chloro-3-(trideuteriomethyl)imidazo[1,5-a]pyrazin-1-yl]-3-methyl-phenyl]-2-[3-fluoro-5-(trifluoromethyl)phenyl]-2-hydroxy-acetamide NC=1C=2N(C(=CN1)Cl)C(=NC2C2=C(C=C(C=C2)NC(C(O)C2=CC(=CC(=C2)C(F)(F)F)F)=O)C)C([2H])([2H])[2H]